m-cyano-L-phenylalanine C(#N)C=1C=C(C[C@H](N)C(=O)O)C=CC1